2-(3-(8-amino-6-(trifluoromethyl)imidazo[1,2-a]pyrazin-3-yl)-4-methylphenyl)-3,3,3-trifluoro-2-hydroxypropanamide hydrobromic acid salt Br.NC=1C=2N(C=C(N1)C(F)(F)F)C(=CN2)C=2C=C(C=CC2C)C(C(=O)N)(C(F)(F)F)O